2-exo-(2-methylbenzyloxy)-1-methyl-4-(1-methylethyl)-7-oxabicyclo[2.2.1]heptane CC1=C(COC2C3(CCC(C2)(O3)C(C)C)C)C=CC=C1